ethyl (3S)-3-(((R)-tert-butylsulfinyl)amino)-3-(2,4,4'-trifluoro-2',3',6'-trimethyl-5-(trifluoromethyl)-[1,1'-biphenyl]-3-yl)propanoate C(C)(C)(C)[S@@](=O)N[C@@H](CC(=O)OCC)C=1C(=C(C=C(C1F)C(F)(F)F)C1=C(C(=C(C=C1C)F)C)C)F